cobalt(II) chloroacetate ClCC(=O)[O-].[Co+2].ClCC(=O)[O-]